ClC1=C(C=C(C=C1)[C@@H]1O[C@@H]([C@H]([C@@H]([C@H]1O)O)O)CO)CC1=CC=C(C=C1)O[C@@H]1COCC1 (2S,3R,4R,5S,6R)-2-[4-Chloro-3-[[4-[(3S)-oxolan-3-yl]oxyphenyl]methyl]phenyl]-6-(hydroxymethyl)oxane-3,4,5-triol